The molecule is an amino tetrasaccharide that is 2-acetamido-2-deoxy-D-glucitol which has been glycosylated at position 4 by a beta-D-mannopyranosyl group, which in turn has been glycosylated at positions 3 and 6 by alpha-D-mannopyranosyl groups. It is an amino tetrasaccharide, a member of acetamides and a mannooligosaccharide derivative. CC(=O)N[C@@H](CO)[C@H]([C@@H]([C@@H](CO)O)O[C@H]1[C@H]([C@H]([C@@H]([C@H](O1)CO[C@@H]2[C@H]([C@H]([C@@H]([C@H](O2)CO)O)O)O)O)O[C@@H]3[C@H]([C@H]([C@@H]([C@H](O3)CO)O)O)O)O)O